FC(C1=CC=C(C=C1)C1=CC=C(S1)[C@H]1[C@@H](C1)N)(F)F trans-2-(5-(4-trifluoromethylphenyl)thiophen-2-yl)cyclopropylamine